C(C)N1C[C@@H]([C@@H](CC1)NC1=C2C=C(N(C2=CC=C1)CC(F)(F)F)C1=NOC(=N1)CNC(=O)C=1C=NN(C1)C1CCOCC1)F N-{[3-(4-{[(3S,4R)-1-ethyl-3-fluoropiperidin-4-yl]amino}-1-(2,2,2-trifluoroethyl)-1H-indol-2-yl)-1,2,4-oxadiazol-5-yl]methyl}-1-(oxan-4-yl)-1H-pyrazole-4-carboxamide